N-[5-(2,2-difluoroethoxy)-4,6-dimethoxy-pyrimidin-2-yl]-6-methyl-7-pyrazol-1-yl-1H-indole-3-sulfonamide FC(COC=1C(=NC(=NC1OC)NS(=O)(=O)C1=CNC2=C(C(=CC=C12)C)N1N=CC=C1)OC)F